5-(8-fluoro-6-hydroxy-2,2-dimethyl-3,4-dihydro-2H-1-benzopyran-7-yl)-1λ6,2,5-thiadiazolidine-1,1,3-trione FC1=C(C(=CC=2CCC(OC21)(C)C)O)N2CC(NS2(=O)=O)=O